C(C)(C)(C)C=1C=NN(C1)C1=CC(=C(C(=C1)F)C1=NC=2N(C1C1(COC1)O)C1(C(N2)=O)CC1)F [4-(4-tert-butylpyrazol-1-yl)-2,6-difluoro-phenyl]-3'-(3-hydroxyoxetan-3-yl)spiro[cyclopropane-1,5'-imidazo[1,2-a]imidazol]-6'-one